2-(2,6-dioxohexahydropyridin-3-yl)isoindole-1,3-dione O=C1NC(CCC1N1C(C2=CC=CC=C2C1=O)=O)=O